C(C)OC1=C(N=C(N(C1=O)C)C1CN(CCC1)CCC1=CC=CC=C1)C(=O)NC=1C=NOC1 5-Ethoxy-N-(Isoxazol-4-Yl)-1-Methyl-6-Oxo-2-(1-Phenethylpiperidin-3-Yl)-1,6-Dihydropyrimidine-4-Carboxamide